C[C@@H]1CN(C[C@@H](N1)C)C(=O)OC(C)(C)C tert-butyl (3R,5S)-3,5-dimethyl-piperazine-1-carboxylate